N-(5-methoxy-6-methylpyridin-3-yl)-4-methylpiperidin-4-carboximidamide COC=1C=C(C=NC1C)NC(=N)C1(CCNCC1)C